3-(8-Amino-6-methylimidazo[1,2-a]pyrazin-3-yl)-N-(4-(hydroxymethyl)bicyclo[2.1.1]hexan-1-yl)-4-methylbenzenesulfonamide NC=1C=2N(C=C(N1)C)C(=CN2)C=2C=C(C=CC2C)S(=O)(=O)NC21CCC(C2)(C1)CO